O-hydroxyethyl-phenol OCCOC1=CC=CC=C1